F[C@H]1[C@@H]2CC[C@H](C[C@@H]1NC(OC(C)(C)C)=O)N2 tert-butyl ((1S,2S,3S,5R)-2-fluoro-8-azabicyclo[3.2.1]octan-3-yl)carbamate